ClC=1C=C(C=CC1F)NC(N(CC1=CNC(C2=CC=CC=C12)=O)C1CC1)=O 3-(3-chloro-4-fluorophenyl)-1-cyclopropyl-1-((1-oxo-1,2-dihydroisoquinolin-4-yl)methyl)urea